carbazole-13C [13CH]1=CC=CC=2C3=CC=CC=C3NC12